C1(=CC(=CC=C1)S(=O)(=O)Cl)S(=O)(=O)Cl 1,3-benzenedisulfonyl chloride